N-(1-(4-bromo-2-(4-fluorophenyl)-1H-imidazol-5-yl)-7-oxononyl)-1-methylazetidine-3-carboxamide BrC=1N=C(NC1C(CCCCCC(CC)=O)NC(=O)C1CN(C1)C)C1=CC=C(C=C1)F